(S)-N-(4-(3-isopropyl-2-methyl-2H-indazol-5-yl)pyrimidin-2-yl)-4-(2-methylpiperazin-1-yl)quinazolin-7-amine C(C)(C)C=1N(N=C2C=CC(=CC12)C1=NC(=NC=C1)NC1=CC=C2C(=NC=NC2=C1)N1[C@H](CNCC1)C)C